2-methyl-N-(2-[[(2S)-2-methylpyrrolidin-1-yl]methyl]-1H-pyrrolo[3,2-c]pyridin-6-yl)-1,3-benzoxazole-5-carboxamide CC=1OC2=C(N1)C=C(C=C2)C(=O)NC2=CC1=C(C=N2)C=C(N1)CN1[C@H](CCC1)C